1-(2-(((3-(bis(2,4-dimethoxybenzyl)amino)-1,2,4-triazin-5-yl)(methyl)amino)methyl)-6-cyclopropylimidazo[1,2-a]pyridin-8-yl)-3-methylimidazolidine-2,4-dione COC1=C(CN(C=2N=NC=C(N2)N(C)CC=2N=C3N(C=C(C=C3N3C(N(C(C3)=O)C)=O)C3CC3)C2)CC2=C(C=C(C=C2)OC)OC)C=CC(=C1)OC